5-(2,4-difluorophenyl)-N-(1-(2,2-dimethylcyclohexyl)-3-(2-oxo-2-((2-(pyridin-2-yl)propan-2-yl)amino)ethyl)azetidin-3-yl)isoxazole-3-carboxamide FC1=C(C=CC(=C1)F)C1=CC(=NO1)C(=O)NC1(CN(C1)C1C(CCCC1)(C)C)CC(NC(C)(C)C1=NC=CC=C1)=O